FC=1C=C(C=CC1)C1=NOC(=N1)C1CCN(CC1)C(CC1=NON=C1C)=O 1-(4-(3-(3-fluorophenyl)-1,2,4-oxadiazol-5-yl)piperidin-1-yl)-2-(4-methyl-1,2,5-oxadiazol-3-yl)ethan-1-one